(S)-5-(3-cyclopropylpyrazolo[1,5-a]pyrimidin-5-yl)-N-(1-methoxypropan-2-yl)-7H-pyrrolo[2,3-d]pyrimidin-2-amine C1(CC1)C=1C=NN2C1N=C(C=C2)C2=CNC=1N=C(N=CC12)N[C@H](COC)C